(1-(((6,8-difluoro-4-(6-fluoro-8-(2-phenylpropan-2-yl)-3,8-diazabicyclo[3.2.1]octan-3-yl)-7-(3-(methoxymethoxy)naphthalen-1-yl)quinazolin-2-yl)oxy)methyl-cyclopropyl)methyl)morpholine FC=1C=C2C(=NC(=NC2=C(C1C1=CC(=CC2=CC=CC=C12)OCOC)F)OCC1(CC1)CN1CCOCC1)N1CC2CC(C(C1)N2C(C)(C)C2=CC=CC=C2)F